C(=O)C1=C(C=CC=C1O)CCC(=O)O 3-(2-Formyl-3-hydroxyphenyl)propanoic acid